(4-amino-5-(aminomethyl)pyrrolo[2,1-f][1,2,4]triazin-7-yl)-N-(1-benzyl-1H-pyrazol-4-yl)-2-methoxynicotinamide NC1=NC=NN2C1=C(C=C2C2=NC(=C(C(=O)NC=1C=NN(C1)CC1=CC=CC=C1)C=C2)OC)CN